(2R)-3-amino-1,2-propanediol NC[C@H](CO)O